C1(CC1)CC=1N(C(=CC1C=1SC(=C(N1)C(=O)OC)C)C1=CC(=CC=C1)C1CC1)CC1=CC(=C(C=C1)S(N)(=O)=O)F methyl 2-(2-(cyclopropylmethyl)-5-(3-cyclopropylphenyl)-1-(3-fluoro-4-sulfamoylbenzyl)-1H-pyrrol-3-yl)-5-methylthiazole-4-carboxylate